4-{(2R)-1-[(3-{5-fluoro-2-[2-fluoro-3-(methanesulfonyl)anilino]pyrimidin-4-yl}-1H-indol-7-yl)amino]-3-methoxy-1-oxopropan-2-yl}-1-methylpiperazin-1-ium FC=1C(=NC(=NC1)NC1=C(C(=CC=C1)S(=O)(=O)C)F)C1=CNC2=C(C=CC=C12)NC([C@@H](COC)N1CC[NH+](CC1)C)=O